2-((1S,6S)-6-aminocyclohex-3-en-1-yl)-5-chloro-3-((2-methoxypyridin-3-yl)ethynyl)-N-(thiophen-2-ylmethyl)thieno[3,2-b]pyridin-7-amine trifluoroacetate FC(C(=O)O)(F)F.N[C@H]1CC=CC[C@@H]1C1=C(C2=NC(=CC(=C2S1)NCC=1SC=CC1)Cl)C#CC=1C(=NC=CC1)OC